NC=1C=C(C(=O)C2=CC=C(C=C2)C#CC2=CC=CC=C2)C=C(C1)N 3,5-diamino-4'-phenylethynylbenzophenone